FC(C(C(F)(F)F)(O)C1=CC=C(C=C1)C1=C(C=C(C=C1)CN1CC2CCC(C1)C2NS(=O)(=O)C)C)(F)F N-(3-((4'-(1,1,1,3,3,3-hexafluoro-2-hydroxypropan-2-yl)-2-methyl-[1,1'-biphenyl]-4-yl)methyl)-3-azabicyclo[3.2.1]octan-8-yl)methanesulfonamide